N-(2-fluoro-4-iodophenyl)-6-(methylsulfonyl)-1H-indole-3-sulphonamide FC1=C(C=CC(=C1)I)NS(=O)(=O)C1=CNC2=CC(=CC=C12)S(=O)(=O)C